5-methoxy-4-(prop-2-yn-1-ylamino)-1-(pyrazin-2-yl)-7-(trifluoromethyl)quinazolin-2(1H)-one COC1=C2C(=NC(N(C2=CC(=C1)C(F)(F)F)C1=NC=CN=C1)=O)NCC#C